ClC1=CC2=C(C(=N[C@@H](C(N2C)=O)NC([C@@H]([C@@H](C(=O)N)CCC(F)(F)F)CCC(F)(F)F)=O)C2=CC=CC=C2)C=C1 (2R,3S)-N-((3S)-8-chloro-1-methyl-2-oxo-5-phenyl-2,3-dihydro-1H-1,4-benzodiazepin-3-yl)-2,3-bis(3,3,3-trifluoropropyl)succinamide